(3S,4S)-8-[7-(2,3-dichlorophenyl)-[1,2,5]thiadiazolo[3,4-c]pyridin-4-yl]-3-methyl-2-oxa-8-azaspiro[4.5]decan-4-amine ClC1=C(C=CC=C1Cl)C=1C=2C(C(=NC1)N1CCC3([C@@H]([C@@H](OC3)C)N)CC1)=NSN2